CC1(COC1)C(=O)N1CCC(CC1)C=1C=NC(=CC1)C(F)(F)F (3-Methyloxetan-3-yl){4-[6-(trifluoromethyl)pyridin-3-yl]piperidin-1-yl}methanone